5-iodo-2'-deoxyuridine 5'-triphosphate P(O)(=O)(OP(=O)(O)OP(=O)(O)O)OC[C@@H]1[C@H](C[C@@H](O1)N1C(=O)NC(=O)C(=C1)I)O